COC(CCC=CCC(C(C=CC=CC=CC=CC(CC=CCC)O)O)O)=O 7,8,17-trihydroxydocosa-4,9,11,13,15,19-hexaenoic acid methyl ester